4-fluoro-D,L-glutamic acid FC(C[C@H](N)C(=O)O)C(=O)O |r|